N(=[N+]=[N-])C(CC=1C(=NON1)C(=NO)NC1=CC(=C(C=C1)F)Br)C (2-azidopropyl)-N-(3-bromo-4-fluorophenyl)-N'-hydroxy-1,2,5-oxadiazole-3-carboxamidine